C(C)OC(=O)CC=1N=C(SC1)NC(=S)NC(C=CC1=CC=CC=C1)=O N-[4-ethoxycarbonylmethylthiazole-2-yl]-N'-[phenylpropenoyl]thiourea